3-O-hydroxyisobutyl-2-O-(2-hydroxyhexadecyl)ascorbic acid OOC1=C(C(=O)O[C@@]1([C@@H](O)CO)CC(C)C)OCC(CCCCCCCCCCCCCC)O